ethyl 2-(2-((7-(2-((1,1-dimethylethylsulfinamido)methyl)-3-fluoropyridin-4-yl)-3-fluorobenzofuran-5-yl)methoxy)phenyl)acetate CC(C)(S(=O)NCC1=NC=CC(=C1F)C1=CC(=CC=2C(=COC21)F)COC2=C(C=CC=C2)CC(=O)OCC)C